1,1'-biphenyl-4-carboxylic acid trifluoromethylthio ester FC(SOC(=O)C1=CC=C(C=C1)C1=CC=CC=C1)(F)F